C(C)(C)(C)OC(=O)N1CC[C@@]2(C3=C(NC(O2)=O)N=CC=C3)CCC1 (R)-2'-oxo-1',2'-dihydrospiro[azepane-4,4'-pyrido[2,3-d][1,3]oxazine]-1-carboxylic acid tert-butyl ester